1-iodo-4-methoxybenzene IC1=CC=C(C=C1)OC